triacontyl n-triacontanoate C(CCCCCCCCCCCCCCCCCCCCCCCCCCCCC)(=O)OCCCCCCCCCCCCCCCCCCCCCCCCCCCCCC